(6-ethynylbenzofuran-3-yl)dihydropyrimidine-2,4(1H,3H)-dione C(#C)C1=CC2=C(C(=CO2)N2C(NC(CC2)=O)=O)C=C1